2-(2,6-dioxopiperidin-3-yl)-4-(4-((4-isopropylpiperazin-1-yl)methyl)-3-methylbenzylamino)isoindoline-1,3-dione O=C1NC(CCC1N1C(C2=CC=CC(=C2C1=O)NCC1=CC(=C(C=C1)CN1CCN(CC1)C(C)C)C)=O)=O